CC(C)=CCC[C@@H](C)CCO |r| rac.-Citronellol